perfluorooctylnaphthalene FC1=C(C2=C(C(=C(C(=C2C(=C1F)F)F)F)F)F)C(C(C(C(C(C(C(C(F)(F)F)(F)F)(F)F)(F)F)(F)F)(F)F)(F)F)(F)F